O1C=NC=2CN(CCC21)C(=O)[O-] 6,7-dihydro-oxazolo[4,5-c]pyridine-5(4H)-carboxylate